BrC=1C=C(C=CC1C(F)(F)F)C(=O)C1=CC=CC=C1 (3-bromo-4-(trifluoromethyl)phenyl)(phenyl)methanone